CN1N=CC(=C1C=O)C1=NN(C=C1[N+](=O)[O-])COCC[Si](C)(C)C 1'-methyl-4-nitro-1-((2-(trimethylsilyl)ethoxy)methyl)-1H,1'H-[3,4'-bipyrazole]-5'-carbaldehyde